S(C)(=O)(=O)O.C1(CC1)CN1C(=NC=2C1=NC(=CC2)C=2NC(=NC2C2=CC=CC=C2)C2=C(C=CC=C2Cl)Cl)N 3-cyclopropylmethyl-5-[2-(2,6-dichlorophenyl)-5-phenyl-3H-imidazol-4-yl]-3H-imidazo[4,5-b]pyridin-2-ylamine mesylate